C(C1=CC=CC=C1)N1C[C@H](N(C2=C(C1=O)C=NC(=N2)N2CCOCC2)C2=CC(=CC(=C2)C(F)(F)F)C(F)(F)F)C=C (R)-6-benzyl-9-(3,5-bistrifluoromethylphenyl)-2-morpholinyl-8-vinyl-6,7,8,9-tetrahydro-5H-pyrimido[4,5-e][1,4]Diazepin-5-one